N-{[4-(4-methylpyridine-2-sulfonyl)phenyl]methyl}furo[2,3-c]pyridine-2-carboxamide CC1=CC(=NC=C1)S(=O)(=O)C1=CC=C(C=C1)CNC(=O)C1=CC=2C(=CN=CC2)O1